CC1=C[N+](=CO1)[O-] 5-methyloxazole 3-oxide